glycidyloxyglycidyl ether C(C1CO1)OC(C1CO1)OC(C1CO1)OCC1CO1